C(C1=CC=CC=C1)OC(=O)N1CCN(CC1)CCOC1=NC=CC(=C1)N1C2CN(CC1CC2)C(=O)OC(C)(C)C Tert-butyl 8-[2-[2-(4-benzyloxycarbonylpiperazin-1-yl) ethoxy]-4-pyridinyl]-3,8-diazabicyclo[3.2.1]octane-3-carboxylate